S-(4-bromophenyl) 9,10-dioxo-9,10-dihydroanthracene-2-carbothioate O=C1C2=CC=CC=C2C(C=2C=CC(=CC12)C(SC1=CC=C(C=C1)Br)=O)=O